FC=1C=C(C=O)C=CC1OC 3-fluoro-4-methoxybenzaldehyde